((((adamantan-1-yl)methyl)amino)methyl)-3-chloro-N-hydroxybenzamide C12(CC3CC(CC(C1)C3)C2)CNCC2=C(C(=O)NO)C=CC=C2Cl